N[C@@H](CNC1=NC(=C2C(=N1)N(N=C2)C)NCC2CC21CCC1)C1=CC=CC=C1 N6-[(2R)-2-amino-2-phenyl-ethyl]-1-methyl-N4-(spiro[2.3]hexan-2-ylmethyl)pyrazolo[3,4-d]pyrimidine-4,6-diamine